FCCOC1=CC=CN=N1 6-(2-fluoroethoxy)pyridazine